2-phenylimino-1-o-tolyl-thiazole C1(=CC=CC=C1)N=C1S(C=CN1)C1=C(C=CC=C1)C